methyl (3-(dimethylamino) propyl) carbonate hydrochloride Cl.C(OC)(OCCCN(C)C)=O